5-chloro-2-[(6-chloro-3-thiomorpholinyl-4-quinolinyl)amino]benzoic acid ClC=1C=CC(=C(C(=O)O)C1)NC1=C(C=NC2=CC=C(C=C12)Cl)N1CCSCC1